4-[(2R)-3-(3,4-dihydro-1H-isoquinolin-2-yl)-2-hydroxypropyl]-8-[(3-fluoro-4-piperidinyl)oxy]-2,3-dihydro-1,4-benzoxazepin-5-one dihydrochloride Cl.Cl.C1N(CCC2=CC=CC=C12)C[C@H](CN1CCOC2=C(C1=O)C=CC(=C2)OC2C(CNCC2)F)O